(+/-)-((trans)-2-aminocyclopropyl)methanol N[C@H]1[C@@H](C1)CO |r|